7'-(1-methyl-1H-pyrazol-4-yl)-2'-oxo-1',4'-dihydro-2'H-spiro[pyrrolidine-3,3'-quinoline]-1-carbonitrile CN1N=CC(=C1)C1=CC=C2CC3(C(NC2=C1)=O)CN(CC3)C#N